CN1C(C2=CC=CC(=C2C=C1C)[N+](=O)[O-])=O 2,3-dimethyl-5-nitroisoquinolin-1(2H)-one